(S)-1-(1-(5-fluoro-3-methylbenzofuran-2-yl)-2-methylpropyl)-3-(2-((2-(methylamino)ethyl)amino)pyrimidin-5-yl)urea FC=1C=CC2=C(C(=C(O2)[C@H](C(C)C)NC(=O)NC=2C=NC(=NC2)NCCNC)C)C1